Diethyl-2,2-diisopropylsuccinate C(C)OC(C(CC(=O)OCC)(C(C)C)C(C)C)=O